(S)-1-(difluoromethyl)-N'-((3,3-dimethyl-1,2,3,5,6,7-hexahydrodicyclopenta[b,e]pyridin-8-yl)carbamoyl)-1H-pyrazole-3-sulfonimidamide FC(N1N=C(C=C1)[S@](=O)(N)=NC(NC1=C2C(=NC3=C1CCC3)C(CC2)(C)C)=O)F